6-(3-nitro-1-(3-(prop-2-yn-1-ylamino)phenyl)-1H-pyrazol-4-yl)-3,4-dihydroisoquinolin-1(2H)-one [N+](=O)([O-])C1=NN(C=C1C=1C=C2CCNC(C2=CC1)=O)C1=CC(=CC=C1)NCC#C